N-tert-butyl-2-{[5,6-dimethyl-2-(1-methyl-1H-imidazol-4-yl)thieno[2,3-d]pyrimidin-4-yl](methyl)amino}acetamide C(C)(C)(C)NC(CN(C)C=1C2=C(N=C(N1)C=1N=CN(C1)C)SC(=C2C)C)=O